10-(4-(3-oxa-7-azabicyclo[3.3.1]nonan-7-yl)butyl)-3,7-di(1H-indazol-5-yl)-10H-benzo[b]pyrido[2,3-e][1,4]oxazine C12COCC(CN(C1)CCCCN1C3=C(OC4=C1N=CC(=C4)C=4C=C1C=NNC1=CC4)C=C(C=C3)C=3C=C4C=NNC4=CC3)C2